C1(CC1)C1=CC=C2N=C(C(N(C2=C1)C1=CC=C(C=C1)OC(F)F)=O)C=1C=CC=2N(C1)N=CN2 7-cyclopropyl-1-(4-(difluoromethoxy)phenyl)-3-([1,2,4]triazolo[1,5-a]pyridin-6-yl)-2(1H)-quinoxalinone